piperidinohexane N1(CCCCC1)CCCCCC